didodecyl-dimethyl-ammonium hypobromite Br[O-].C(CCCCCCCCCCC)[N+](C)(C)CCCCCCCCCCCC